FC1=C(C=CC(=C1)F)N1C=C(C(C2=CC(=C(C(=C12)F)N1C[C@H](N(CC1)C(=O)OC(C)(C)C)CO)F)=O)C(=O)O (S)-1-(2,4-difluorophenyl)-6,8-difluoro-7-(4-t-butoxycarbonyl-3-hydroxymethyl-1-piperazinyl)-1,4-dihydro-4-oxoquinoline-3-carboxylic acid